BrC1=CC=C(CN2C(N(C(C2CCC(=O)NC2=C(C(=O)NO)C=CC=C2)=O)C2=CC=C(C=C2)Cl)=O)C=C1 (3-(3-(4-bromobenzyl)-1-(4-chlorophenyl)-2,5-dioxoimidazolin-4-yl)propionylamino)-N-hydroxybenzamide